tert-butyl 4-[3-[(2,6-dioxo-3-piperidyl)amino]pyrazol-1-yl]piperidine-1-carboxylate O=C1NC(CCC1NC1=NN(C=C1)C1CCN(CC1)C(=O)OC(C)(C)C)=O